S1C(=CC=C1)C1=NN=C(O1)NC(=O)C1=C(C(=O)OC)C=CC=C1 methyl 2-((5-(thiophen-2-yl)-1,3,4-oxadiazol-2-yl)carbamoyl)benzoate